COC=1C=C(CNC=2SC=C(N2)CN2CCOCC2)C=CC1 N-(3-methoxybenzyl)-4-(morpholinomethyl)thiazol-2-amine